tert-butyl (S)-(1-(3-bromo-5-(3-fluoro-4-(1-(tetrahydro-2H-pyran-4-yl)piperidin-4-yl)phenyl)thiophene-2-carbonyl)pyrrolidin-3-yl)carbamate BrC1=C(SC(=C1)C1=CC(=C(C=C1)C1CCN(CC1)C1CCOCC1)F)C(=O)N1C[C@H](CC1)NC(OC(C)(C)C)=O